2-{2-[(1s,4s)-4-{[rel-(6R,7R)-2,2-dioxo-2λ6-thia-1,8-diazaspiro[5.5]undecan-7-yl]methoxy}cyclohexyl]phenoxy}acetic acid O=S1(N[C@]2(CCC1)[C@@H](NCCC2)COC2CCC(CC2)C2=C(OCC(=O)O)C=CC=C2)=O |o1:3,7|